(R)-(3-fluorophenyl)-oxirane FC=1C=C(C=CC1)[C@H]1OC1